[P].[Li].FC=1C=C2C=C(C=NC2=C(C1)B1OC(C(O1)(C)C)(C)C)OC 6-fluoro-3-methoxy-8-(4,4,5,5-tetramethyl-1,3,2-dioxaborolan-2-yl)quinoline Lithium Phosphorus